CC1=C(N=C(S1)N1CC2(C=3C=NC(=CC31)NC(C)=O)CC2)C2COCC2 N-(1'-(5-methyl-4-(tetrahydrofuran-3-yl)thiazol-2-yl)-1',2'-dihydrospiro[cyclopropane-1,3'-pyrrolo[3,2-c]pyridin]-6'-yl)acetamide